N1N=C(C2=C1CCC2)C(=O)O 1,4,5,6-tetrahydrocyclopenta[c]pyrazole-3-carboxylic acid